3-bromo-4-methyl-1,4-hexadiene BrC(C=C)C(=CC)C